ClCC1=NOC(=C1)C1=CC=NC=C1 3-(chloromethyl)-5-(pyridin-4-yl)isoxazole